[Cl-].C(CCC)N1C=[N+](C=C1)C 1-n-butyl-3-methylimidazolium chloride